(E)-N-(4-((3-chloro-4-fluorophenyl)amino)-7-methoxyquinazolin-6-yl)-4-(4-(2-((2-(2,6-dioxopiperidin-3-yl)-1,3-dioxoisoindolin-4-yl)amino)acetamido)piperidin-1-yl)but-2-enamide ClC=1C=C(C=CC1F)NC1=NC=NC2=CC(=C(C=C12)NC(\C=C\CN1CCC(CC1)NC(CNC1=C2C(N(C(C2=CC=C1)=O)C1C(NC(CC1)=O)=O)=O)=O)=O)OC